C(CCCCCCC)NC(OC1=CC(=C(C=C1)OCC1=CC=CC=C1)C=1C=NC=C(C1)C1=NN=NN1COCC[Si](C)(C)C)=O.[SH3+] Sulfonium 4-(benzyloxy)-3-(5-(1-((2-(trimethylsilyl)ethoxy)methyl)-1H-tetrazol-5-yl)pyridin-3-yl)phenyl octylcarbamate